ClC1=NC=C(C(=N1)C1=CNC2=C(C=CC=C12)[N+](=O)[O-])Cl 3-(2,5-dichloropyrimidin-4-yl)-7-nitro-1H-indole